BrC[C@@H](CC(=O)O)CCC (R)-3-bromomethylhexanoic acid